FC1=C(OC2=CC(=C(C=C2)NC(OCC=2C(=C3C(N(CC3=CC2)C2C(NC(CC2)=O)=O)=O)O[C@H]2COCCC2)=O)F)C=CC(=C1)F [2-(2,6-dioxopiperidin-3-yl)-4-[(3R)-oxan-3-yloxy]-3-oxo-2,3-dihydro-1H-isoindol-5-yl]methyl N-[4-(2,4-difluorophenoxy)-2-fluorophenyl]carbamate